N-((6-((4-cyanophenyl)amino)-2-morpholinopyrimidin-4-yl)methyl)picolinamide C(#N)C1=CC=C(C=C1)NC1=CC(=NC(=N1)N1CCOCC1)CNC(C1=NC=CC=C1)=O